C(C)C1=CC=C(C=C1)SSC1=CC=C(C=C1)CC di(4-ethylphenyl) disulfide